13-methyl-17-oxo-7-(9-((4,4,5,5,5-pentafluoropentyl) sulfinyl)nonyl)-7,8,9,11,12,13,14,15,16,17-decahydro-6H-cyclopenta[a]phenanthrene-3-yl 4-morpholinopiperidine-1-carboxylate O1CCN(CC1)C1CCN(CC1)C(=O)OC=1C=CC=2C3CCC4(C(CCC4C3C(CC2C1)CCCCCCCCCS(=O)CCCC(C(F)(F)F)(F)F)=O)C